ClC=1C=C2C(C[C@@H](OC2=CC1)C(=O)NC12C[C@@H](C(CC1)(CC2)NC(OC(C)(C)C)=O)O)=O tert-butyl ((S)-4-((R)-6-chloro-4-oxochroman-2-carboxamido)-2-hydroxybicyclo[2.2.2]octan-1-yl)carbamate